rel-2-((7S,8S)-2,7-Dimethyl-3-oxo-2-azaspiro[4.5]decan-8-yl)-N-(imidazo[1,2-b]pyridazin-3-yl)-6-methoxy-2H-indazole-5-carboxamide CN1C[C@@]2(CC1=O)C[C@@H]([C@H](CC2)N2N=C1C=C(C(=CC1=C2)C(=O)NC2=CN=C1N2N=CC=C1)OC)C |o1:3|